BrC1=C(C=C(C(=O)OC)C=C1)S(NC1=C(C=CC(=C1)S(=O)(=O)C)NC(=O)OC(C)(C)C)(=O)=O methyl 4-bromo-3-(N-(2-((tert-butoxycarbonyl)amino)-5-(methylsulfonyl)phenyl)sulfamoyl)benzoate